4-CYCLOPROPOXY-6-(METHYLAMINO)NICOTINALDEHYDE C1(CC1)OC1=CC(=NC=C1C=O)NC